2-cyclopentyl-1-(2-(piperidin-4-yl)-7,8-dihydro-1,6-naphthyridin-6(5H)-yl)ethan-1-one C1(CCCC1)CC(=O)N1CC=2C=CC(=NC2CC1)C1CCNCC1